1-[(1R,2S)-2-phenylcyclopropyl]-3-[[2-(trifluoromethyl)pyridin-4-yl]methyl]urea C1(=CC=CC=C1)[C@H]1[C@@H](C1)NC(=O)NCC1=CC(=NC=C1)C(F)(F)F